tert-butyl (1R,2S)-2-[1-(tert-butoxycarbonyl)-3-{[3-methoxy-5-(morpholin-4-yl)pyrazin-2-yl]amino}indazol-6-yl]-5'-methoxy-2'-oxospiro[cyclopropane-1,3'-indole]-1'-carboxylate C(C)(C)(C)OC(=O)N1N=C(C2=CC=C(C=C12)[C@@H]1C[C@@]12C(N(C1=CC=C(C=C21)OC)C(=O)OC(C)(C)C)=O)NC2=NC=C(N=C2OC)N2CCOCC2